NC1=NC=2C=C(C(=CC2C2=C1C=NN2C)C(=O)N([C@@H]2COC1=C2C=CC(=C1)C(F)(F)F)CC)F 4-amino-N-ethyl-7-fluoro-1-methyl-N-((3S)-6-(trifluoro-methyl)-2,3-dihydro-1-benzo-furan-3-yl)-1H-pyrazolo[4,3-c]-quinoline-8-carboxamide